C(C)C1=C(C=2C(=C(N=CC2)OC)N1C)C(=O)C1=CC=C(C=C1)O (2-ethyl-7-methoxy-1-methyl-1H-pyrrolo[2,3-c]pyridin-3-yl)(4-hydroxyphenyl)methanone